[(1S,2S,3R,4S,6R)-3-[(2S,3R,4R,6R)-4-acetoxy-3-azido-6-(azidomethyl)-5,5-difluoro-tetrahydropyran-2-yl]oxy-4,6-diazido-2-hydroxy-cyclohexyl]acetate C(C)(=O)O[C@@H]1[C@H]([C@H](O[C@@H](C1(F)F)CN=[N+]=[N-])O[C@H]1[C@H]([C@H]([C@@H](C[C@@H]1N=[N+]=[N-])N=[N+]=[N-])CC(=O)[O-])O)N=[N+]=[N-]